FC(OC1=NC=C(C(=O)OC)C=C1)F Methyl 6-(difluoromethoxy)nicotinate